N-(6-bromo-5-fluoro-2-methylpyridin-3-yl)methanesulfonamide BrC1=C(C=C(C(=N1)C)NS(=O)(=O)C)F